3-(benzylthio)-5-chloro-2-methoxybenzoic acid methyl ester COC(C1=C(C(=CC(=C1)Cl)SCC1=CC=CC=C1)OC)=O